OC1=CC2=C(N(C(=N2)SCCCNC(OC(C)(C)C)=O)COCC[Si](C)(C)C)C=C1 tert-butyl (3-((5-hydroxy-1-((2-(trimethylsilyl)ethoxy)methyl)-1H-benzo[d]imidazol-2-yl)thio)propyl)carbamate